NC(C(=O)O)CC=1C(=NOC1C)C(=O)OC (+)-α-amino-3-carbomethoxy-5-methylisoxazole-4-propanoic acid